p-hydroxybenzoic methylester COC(C1=CC=C(C=C1)O)=O